FC(C=1C=CC=2N(N1)C(=CN2)C2=CC(=NC=N2)N2[C@H]([C@H](C[C@H](C2)C)CO)C)F ((2S,3S,5R)-1-(6-(6-(Difluoromethyl)imidazo[1,2-b]pyridazin-3-yl)pyrimidin-4-yl)-2,5-dimethylpiperidin-3-yl)methanol